COC1=C2C=CN=C(C2=C(C=C1)C)N(C(=O)C=1C=NC(=CC1)C=1SC(=NN1)C)[C@H]1CNCCC1 N-(5-methoxy-8-methyl-1-isoquinolyl)-6-(5-methyl-1,3,4-thiadiazol-2-yl)-N-[(3R)-3-piperidyl]pyridine-3-carboxamide